CC1(OCC2=C(O1)C(=CC=C2)CNC2=NC=CC=C2C2=NC=CC=C2)C N-((2,2-dimethyl-4H-benzo[d][1,3]dioxin-8-yl)methyl)-[2,3'-bipyridin]-2'-amine